C(C)C1=CC2=C(C3=CC(=CC=C3C(=C2C=C1)OC(=O)OC)CC)OC(=O)OC 2,7-diethyl-9,10-bis(methoxycarbonyloxy)anthracene